tert-butyl-(2R,3R)-3-[[7-bromo-2-chloro-6-(trifluoromethyl)quinazolin-4-yl]-methyl-amino]-2-methyl-pyrrolidine-1-carboxylate C(C)(C)(C)OC(=O)N1[C@@H]([C@@H](CC1)N(C)C1=NC(=NC2=CC(=C(C=C12)C(F)(F)F)Br)Cl)C